5-(2,3,5,6-tetrafluoro-[1,1'-biphenyl]-4-yl)-1,3,4-oxadiazole FC1=C(C(=C(C(=C1F)C1=NN=CO1)F)F)C1=CC=CC=C1